5-chloro-4-((5-methyl-1H-pyrazol-3-yl)amino)-6-(piperidin-1-yl)pyrimidin ClC=1C(=NC=NC1N1CCCCC1)NC1=NNC(=C1)C